(R)-3-((3-fluoro-4-((2-(trifluoromethyl)pyrimidin-5-yl)oxy)benzyl)oxy)-7,8,8a,9-tetrahydropyrrolo[1',2':3,4]imidazo[1,2-c]pyrimidin-1(6H)-one FC=1C=C(COC=2C=C3N(C(N2)=O)C[C@@H]2N3CCC2)C=CC1OC=1C=NC(=NC1)C(F)(F)F